C(C)OC(CCN(C(=O)N)C1=CC=C(C=C1)C1CCN(CC1)C(=O)OC(C)(C)C)=O tert-Butyl 4-(4-(1-(3-ethoxy-3-oxopropyl)ureido)phenyl)piperidine-1-carboxylate